dimethyl-acrylic acid hydroxyethyl ester OCCOC(C=C(C)C)=O